C(CCCCCCCC(=O)[O-])(=O)[O-].[NH4+].[NH4+] ammonium nonanedioate salt